phosphoramide (phosphoramidate) P(O)(O)(=O)N.P(=O)(N)(N)N